N-[(4-methyl-2-pyridyl)methyl]-1-phenyl-methanamine CC1=CC(=NC=C1)CNCC1=CC=CC=C1